CCCCCCCCC(CCCCCCCC)NC(CCCCCCC)=O N-(heptadecan-9-yl)-octanamide